NC1=NN(C2=C(C=C(C(=C12)OC1=C(C=CC(=C1)F)Cl)NC(C1=CC(=CC(=C1)C(F)(F)F)F)=O)CNC)C1OCCCC1 N-(3-amino-4-(2-chloro-5-fluorophenoxy)-7-((methylamino)methyl)-1-(tetrahydro-2H-pyran-2-yl)-1H-indazol-5-yl)-3-fluoro-5-(trifluoromethyl)benzamide